[Si](C)(C)(C(C)(C)C)OCC1OC(C=CC1=O)O 2-(((tert-butyldimethylsilyl)oxy)methyl)-6-hydroxy-2H-pyran-3(6H)-one